Cl.NC=1C=C(N(C1)C)C(=O)OC methyl 4-amino-1-methylpyrrole-2-carboxylate hydrochloride